13-chloro-5,20-difluoro-14-hydroxy-19-methoxy-8-methyl-16,16-dioxo-9-oxa-16λ6-thia-4,17-diazatetracyclo[16.3.1.111,15.02,7]tricosa-1(21),2,4,6,11(23),12,14,18(22),19-nonaen-10-one ClC1=CC=2C(OC(C3=CC(=NC=C3C3=CC(=C(C(NS(C(=C1O)C2)(=O)=O)=C3)OC)F)F)C)=O